(1-(4-methoxyphenyl)-9-methyl-9H-pyrido[3,4-b]indol-3-yl)-4-((4-(4-nitrophenyl)piperazin-1-yl)methyl)benzamide COC1=CC=C(C=C1)C1=NC(=CC2=C1N(C1=CC=CC=C21)C)C2=C(C(=O)N)C=CC(=C2)CN2CCN(CC2)C2=CC=C(C=C2)[N+](=O)[O-]